2-isopropyl-3,5-dioxo-2,3,4,5-tetrahydro-1,2,4-triazine-6-carboxamide C(C)(C)N1N=C(C(NC1=O)=O)C(=O)N